N-(1-cyclopropylethyl)-3-(5'-(methylsulfonamido)spiro[cyclohexane-1,3'-indoline]-1'-carbonyl)benzenesulfonamide C1(CC1)C(C)NS(=O)(=O)C1=CC(=CC=C1)C(=O)N1CC2(C3=CC(=CC=C13)NS(=O)(=O)C)CCCCC2